3-(4-Chloro-phenyl)-adamantane-1-carboxylic acid 4-methanesulfonyl-benzyl amide CS(=O)(=O)C1=CC=C(CNC(=O)C23CC4(CC(CC(C2)C4)C3)C3=CC=C(C=C3)Cl)C=C1